1-Chloro-11-methyl-13,13a-dihydrobenzo[2,3]pyrrolo[2',3':5,6][1,4]diazepino[1,7-a]indol-12(11H)-one ClC1=C2C=C3N(C2=CC=C1)C1=C(N=C2C3CC(N2C)=O)C=CC=C1